D-N-methyl-threonine CN[C@@H]([C@H](O)C)C(=O)O